Br.Br.COC1=CC(=CC2=C1NC=N2)C(=O)O 7-methoxy-1H-benzo[D]imidazole-5-carboxylic acid dihydrobromide